C(C)(C)(C)OC(=O)NC(CNC=1C2=C(N=CN1)C(=CC(=N2)Cl)C(=O)OC)C methyl 4-([2-[(tert-butoxycarbonyl) amino] propyl] amino)-6-chloropyrido[3,2-d]pyrimidine-8-carboxylate